C(C)OC(C(C)C1CCN(CC1)C(=O)[O-])=O 4-(1-Ethoxy-1-oxopropan-2-yl)piperidine-1-carboxylate